C(#N)C1=CC=C(C=C1)C1=CC(=CC=C1)C=1N=C(SC1)NC(=O)[C@H]1N(CCC1)C(=O)C1=CN(C(=C1)C)S(=O)(=O)C (S)-N-(4-(4'-cyano-[1,1'-biphenyl]-3-yl)thiazol-2-yl)-1-(5-methyl-1-(methylsulfonyl)-1H-pyrrole-3-carbonyl)pyrrolidine-2-carboxamide